C(CCCC\C=C/C\C=C/CCCCC)=O (Z,Z)-6,9-Pentadecadienal